BrC=1C=NC=C(C1)OC1=C(C=CC=C1)OCC 3-bromo-5-(2-ethoxyphenoxy)pyridine